chloro(cyclooctadienyl)iridium Cl[Ir]C1=CC=CCCCC1